N,N,N'-trimethyl-N'-(hydroxyethyl) ethylenediamine tert-butyl (4-carbamoylcyclohexyl)carbamate C(N)(=O)C1CCC(CC1)NC(OC(C)(C)C)=O.CN(CCN(CCO)C)C